C(CN([C@@H](CCC(=O)[O-])C(=O)[O-])CC(=O)[O-])(=O)[O-].[Na+].[Na+].[Na+].[Na+] sodium glutamate N,N-diacetate